[Si](C)(C)(C(C)(C)C)OCCC1(NC=CC=C1C1(C2=C(NC(N1)=O)N=C(C(=C2)F)C2=C(C=CC=C2F)Cl)OC(=O)N2CC(NCC2)C)C(C)C 4-(2-((tert-butyldimethylsilyloxy)ethyl)-2-isopropylpyridin-3-yl)-7-(2-chloro-6-fluorophenyl)-6-fluoro-2-oxo-1,2-dihydropyrido[2,3-d]pyrimidin-4-yl-3-methylpiperazine-1-carboxylate